zinc tetrazoleacetate N1N=NN=C1CC(=O)[O-].[Zn+2].N1N=NN=C1CC(=O)[O-]